C(C)(=O)N1[C@H]([C@@H]([C@H](C2=CC(=CC=C12)C(=O)NCCOC)NC1=NC=CC(=N1)C)C)CC (2S,3R,4R)-1-acetyl-2-ethyl-N-(2-methoxyethyl)-3-methyl-4-((4-methylpyrimidin-2-yl)amino)-1,2,3,4-tetrahydroquinoline-6-carboxamide